CNC(=O)C1CC2(CCN(C2)C2=NC(=NC(=C2)NC=2C(N(C=CC2)C)=O)C=2C=NC=CC2)CCC1 n-methyl-2-(6-((1-methyl-2-oxo-1,2-dihydropyridin-3-yl)amino)-2-(pyridin-3-yl)pyrimidin-4-yl)-2-azaspiro[4.5]decane-7-carboxamide